C(CCCCS)S 1,5-Pentanedithiol